2-(3-(trifluoromethyl)-1H-pyrazol-1-yl)acetic acid FC(C1=NN(C=C1)CC(=O)O)(F)F